3-(1-oxo-5-(1-(2-(pyrrolidin-1-yl)ethyl)piperidin-4-yl)isoindolin-2-yl)piperidine-2,6-dione O=C1N(CC2=CC(=CC=C12)C1CCN(CC1)CCN1CCCC1)C1C(NC(CC1)=O)=O